2-({3-[(E)-2-{5-[(diethylamino)methyl]pyridin-2-yl}vinyl]-1H-indazole-6-yl}thio)-N-methylbenzamide C(C)N(CC)CC=1C=CC(=NC1)/C=C/C1=NNC2=CC(=CC=C12)SC1=C(C(=O)NC)C=CC=C1